COC1=NN(C2=C(C=CC=C12)NS(=O)(=O)C=1C=NN(C1)C1=NC=CC(=C1)C(F)(F)F)C N-(3-METHOXY-1-METHYL-1H-INDAZOL-7-YL)-1-(4-(TRIFLUOROMETHYL)PYRIDIN-2-YL)-1H-PYRAZOLE-4-SULFONAMIDE